Butylene diformate C(=O)OCCCCOC=O